N-(7-chloro-6-(1-(4-hydroxy-3-methyltetrahydrofuran-3-yl)piperidin-4-yl)isoquinolin-3-yl)-2-(furan-2-yl)cyclopropane-1-carboxamide ClC1=C(C=C2C=C(N=CC2=C1)NC(=O)C1C(C1)C=1OC=CC1)C1CCN(CC1)C1(COCC1O)C